CCCCCCCCCCCCCCCCCCCCCCCC(=O)NCCS(=O)(=O)[O-] The molecule is a fatty acid-taurine conjugate obtained by deprotonation of the sulfonate group of N-tetracosanoyltaurine; major species at pH 7.3. It is a conjugate base of a N-tetracosanoyltaurine.